ClC1=CC=C(C=C1)NC1=NC(=NC=C1[N+](=O)[O-])NC1CC1 N4-(4-chlorophenyl)-N2-cyclopropyl-5-nitropyrimidine-2,4-diamine